N-[(1S)-1-(dicyclopropylmethyl)-2-[[1-[3-hydroxy-1-(6-oxo-1H-pyridazin-5-yl)propyl]pyrazol-4-yl]amino]-2-oxo-ethyl]-2-isopropyl-pyrazole-3-carboxamide C1(CC1)C([C@@H](C(=O)NC=1C=NN(C1)C(CCO)C1=CC=NNC1=O)NC(=O)C=1N(N=CC1)C(C)C)C1CC1